C(#CC#CCCCC)C1=CN([C@H]2C[C@H](O)[C@@H](CO)O2)C=2N=C(NC(C12)=O)N 2'-deoxy-7-octadiynyl-7-deazaguanosine